6-(2,6-difluoro-3-nitrophenyl)-8-methyl-2-(methylsulfanyl)pyrimido[4,5-d]pyridazin-5(6H)-one FC1=C(C(=CC=C1[N+](=O)[O-])F)N1N=C(C2=C(C1=O)C=NC(=N2)SC)C